4-cyano-6,7-dihydro-5H-cyclopenta[c]pyridine-1,3-diyl bis(trifluoromethanesulfonate) FC(S(=O)(=O)OC1=NC(=C(C2=C1CCC2)C#N)OS(=O)(=O)C(F)(F)F)(F)F